N-([1,1':3',1''-terphenyl]-2'-yl)-9,9-dimethyl-4-phenyl-9H-fluoren-2-amine C1(=CC=CC=C1)C1=C(C(=CC=C1)C1=CC=CC=C1)NC1=CC=2C(C3=CC=CC=C3C2C(=C1)C1=CC=CC=C1)(C)C